1-(2-(3,8-diazabicyclo[3.2.1]octan-8-yl)-6,7-dihydrothiazolo[5,4-c]pyridin-5(4H)-yl)-2-(4,4-difluorocyclohexyl)ethan-1-one C12CNCC(CC1)N2C=2SC=1CN(CCC1N2)C(CC2CCC(CC2)(F)F)=O